1-(6-(3-(difluoromethyl)-4-(1,6-dimethyl-1H-indazol-7-yl)-7,7-dimethyl-7,8-dihydro-5H-pyrano[4,3-b]pyridin-2-yl)-2,6-diazaspiro[3.4]octan-2-yl)prop-2-en-1-one FC(C=1C(=C2C(=NC1N1CC3(CN(C3)C(C=C)=O)CC1)CC(OC2)(C)C)C=2C(=CC=C1C=NN(C21)C)C)F